5-((3-(2-(dipropylamino)ethyl)-1H-indol-5-yl)oxy)-5-oxopentanoic acid C(CC)N(CCC1=CNC2=CC=C(C=C12)OC(CCCC(=O)O)=O)CCC